ClC1=NC=C(C(=C1)NC1CCC(CC1)(O)CO)C#CC=1C=NN(C1)C(F)F (1s,4s)-4-((2-chloro-5-((1-(difluoromethyl)-1H-pyrazol-4-yl)ethynyl)pyridin-4-yl)amino)-1-(hydroxymethyl)cyclohexan-1-ol